2-cyclopentyl-2-hydroxyacetic acid Benzyl ester C(C1=CC=CC=C1)OC(C(O)C1CCCC1)=O